tetra(3,3-bis(mercaptomethylthio)-2-thiapropyl)methane SCSC(SCC(CSC(SCS)SCS)(CSC(SCS)SCS)CSC(SCS)SCS)SCS